CN1N=CC2=CC(=CC=C12)N1C(NC=C1)=O 3-(1-methylindazol-5-yl)imidazol-2-one